2-phenylindol-5-one C1(=CC=CC=C1)C=1N=C2C=CC(C=C2C1)=O